OC1(C[C@@H]2[C@@H](CN(C2)CC(=O)C2=CC=C(C=C2)O)C1)CC1=CC=NC=C1 2-((3aR,5r,6aS)-5-hydroxy-5-(pyridin-4-ylmethyl)hexahydrocyclopenta[c]pyrrol-2(1H)-yl)-1-(4-hydroxyphenyl)ethanone